potassium ((3-((tert-butyldimethylsilyl)oxy)azetidin-1-yl)methyl)trifluoroborate [Si](C)(C)(C(C)(C)C)OC1CN(C1)C[B-](F)(F)F.[K+]